CN(C1CCC(=CC1)C1=CC=C(C=C1)NC(OCC1=CC=CC=C1)=O)C benzyl (4'-(dimethylamino)-2',3',4',5'-tetrahydro-[1,1'-biphenyl]-4-yl)carbamate